CO[C@H]1[C@@H]([C@H]([C@H](O[C@@H]1C(=O)O)O[C@@H]2[C@H]([C@@H](CO[C@H]2O[C@@H]3CO[C@H]([C@@H]([C@H]3O)O)O[C@@H]4CO[C@H]([C@@H]([C@H]4O)O)O)O)O)O)O The molecule is a tetrasaccharide derivative that consists of an 4-O-methyl-alpha-D-glucuronosyl residue attached at the 2-position of the non-reducing end of xylotriose. It is a tetrasaccharide derivative and a carbohydrate acid derivative.